6-(2-chlorophenyl)-2-{[5-(4-ethylpiperazin-1-yl)pyridin-2-yl]amino}imidazo[1,2-a]pyrimido[5,4-e]pyrimidin-5(6H)-one ClC1=C(C=CC=C1)N1C=2N(C3=C(C1=O)C=NC(=N3)NC3=NC=C(C=C3)N3CCN(CC3)CC)C=CN2